N-((3S)-7-(3,8-diazabicyclo[3.2.1]octan-3-yl)chroman-3-yl)-3-amino-5-fluorothieno[2,3-b]pyridine-2-carboxamide C12CN(CC(CC1)N2)C2=CC=C1C[C@@H](COC1=C2)NC(=O)C2=C(C=1C(=NC=C(C1)F)S2)N